C1(CC1)COC1=CC=C(N=N1)C(C(=O)N)(C)N1C[C@@H](C(CC1)(F)F)C1=CNC(C(=C1)[C@H](C(F)(F)F)O)=O (6-(cyclopropylmethoxy)pyridazin-3-yl)-2-((S)-4,4-difluoro-3-(6-oxo-5-((R)-2,2,2-trifluoro-1-hydroxyethyl)-1,6-dihydropyridin-3-yl)piperidin-1-yl)propanamide